C(C)N1CCC(CC1)N(C(=O)C=1N=C(OC1)C=1C=NN(C1)C1=NC=CC=C1)C N-(1-ethylpiperidin-4-yl)-N-methyl-2-[1-(pyridin-2-yl)-1H-pyrazol-4-yl]-1,3-oxazole-4-carboxamide